(R)-N-(1-(4-(6-amino-5-(1-oxo-1,2,3,4-tetrahydroisoquinolin-6-yl)pyridin-3-yl)-2,3-difluorophenyl)pyrrolidin-3-yl)-N-methylmethanesulfonamide NC1=C(C=C(C=N1)C1=C(C(=C(C=C1)N1C[C@@H](CC1)N(S(=O)(=O)C)C)F)F)C=1C=C2CCNC(C2=CC1)=O